BrC1=CC(=C(C=2C=C(OC21)C(=O)OCC)F)Cl Ethyl 7-bromo-5-chloro-4-fluorobenzofuran-2-carboxylate